BrC1=CC=2C=3N(C(=NC2C(=C1)I)N1CCCCC1)N=C(N3)C3=CC=CC=C3 9-bromo-7-iodo-2-phenyl-5-(piperidin-1-yl)-[1,2,4]triazolo[1,5-c]quinazoline